CC(C)CC(C)OCC=C(C)C 2-methyl-4-((3-methylbut-2-en-1-yl)oxy)pentane